C(C)(C)N1C(=NN=C1)C1=CC=CC(=N1)N1C(N(CC1)C1=CC=C(C=C1)NC(C(=O)N)C1CC1)=O 2-(4-(3-(6-(4-isopropyl-4H-1,2,4-triazol-3-yl)pyridin-2-yl)-2-oxoimidazolidin-1-yl)phenylamino)-2-cyclopropylacetamide